ethyl 1-(4-(3-hydroxyoxetan-3-yl)benzoyl)-4-(4-(trifluoromethyl)benzyl)piperidine-4-carboxylate OC1(COC1)C1=CC=C(C(=O)N2CCC(CC2)(C(=O)OCC)CC2=CC=C(C=C2)C(F)(F)F)C=C1